FC1=C(C(=O)N2CC(N(CC2)C2=NC=C(C#N)C=C2)C)C=C(C=C1)CC1=NNC(C2=CC=C(C=C12)C#CC)=O 6-(4-(2-Fluoro-5-((4-oxo-7-(prop-1-ynyl)-3,4-dihydrophthalazin-1-yl)methyl)benzoyl)-2-methylpiperazin-1-yl)nicotinonitrile